N4-(2-methoxyethyl)-N4-methyl-N2-[1-(propan-2-yl)-1H-pyrazolo[4,3-c]pyridin-6-yl]-6-(pyrrolidin-1-yl)pyrimidine-2,4-diamine COCCN(C1=NC(=NC(=C1)N1CCCC1)NC1=CC2=C(C=N1)C=NN2C(C)C)C